N1=NC(=CC=C1)N1C[C@@H](CC1)NC1=NN=C(S1)NC(CC)=O N-[5-[[(3R)-1-pyridazin-3-ylpyrrolidin-3-yl]amino]-1,3,4-thiadiazol-2-yl]propanamide